3-chloro-2-(chloromethyl)cinnamaldehyde ClC=1C(=C(C=CC=O)C=CC1)CCl